Cl.Cl.FC1=C(C(=CC=C1C=1C=NNC1)C1=CC2=C(N=N1)N(N=N2)C2CC(NC(C2)(C)C)(C)C)O 2-fluoro-3-(1H-pyrazol-4-yl)-6-[3-(2,2,6,6-tetramethyl-4-piperidyl)triazolo[4,5-c]pyridazin-6-yl]phenol dihydrochloride